C1=CC(=C(C2=C1C(=O)C=C(N2)C(=O)O)[O-])O The molecule is the conjugate base of 7,8-dihydroxykynurenic acid; major species at pH 7.3. It is a conjugate base of a 7,8-dihydroxykynurenic acid.